tert-butyl (8,10-dioxo-7,9-diazadispiro[3.1.46.14]undecan-2-yl)carbamate O=C1NC2(CC3(CC(C3)NC(OC(C)(C)C)=O)C2)C(N1)=O